[Ca+2].[As]([O-])([O-])([O-])=O.[As]([O-])([O-])([O-])=O.[Ca+2].[Ca+2] arsenic acid calcium salt